C(C)N1N=CC=C1C(=O)N[C@H](C(=O)NC1=C(C=C(C=C1)[C@@H](C(=O)N(CC(F)(F)F)C)C)F)C1CCC2(CC2)CC1 1-ethyl-N-((S)-2-((2-fluoro-4-((S)-1-(methyl(2,2,2-trifluoroethyl)amino)-1-oxopropan-2-yl)phenyl)amino)-2-oxo-1-(spiro[2.5]octan-6-yl)ethyl)-1H-pyrazole-5-carboxamide